C1N(CCC2=CC=CC=C12)C=1C=C2C(=CN(C2=CC1)S(=O)(=O)C1=CC=C(C)C=C1)C=O 5-(3,4-dihydroisoquinoline-2(1H)-yl)-1-tosyl-1H-indole-3-carbaldehyde